7-(1H-pyrazol-3-yl)-1H-imidazo[4,5-c]Quinolin-4-amine hydrochloride Cl.N1N=C(C=C1)C=1C=CC=2C3=C(C(=NC2C1)N)N=CN3